1-(11Z,14Z-eicosadienoyl)-2-(13Z,16Z-docosadienoyl)-glycero-3-phospho-(1'-sn-glycerol) CCCCC/C=C\C/C=C\CCCCCCCCCCCC(=O)O[C@H](COC(=O)CCCCCCCCC/C=C\C/C=C\CCCCC)COP(=O)(O)OC[C@H](CO)O